N1(CCCC1)C=O pyrrolidin-1-yl-methanone